eicosane-2,6-diol CC(CCCC(CCCCCCCCCCCCCC)O)O